NC=1NC(C2=C(N1)N(C(S2)=O)[C@@H]2O[C@@H](C[C@H]2O)[C@H](CC)O)=O 5-amino-3-[(2R,3R,5S)-3-hydroxy-5-[(1S)-1-hydroxypropyl]tetrahydrofuran-2-yl]-6H-thiazolo[4,5-d]pyrimidine-2,7-dione